FC=1C=C(C=CC1)[C@H](CNC(C[C@H]1CNCC1)(C)C)O (R)-1-(3-Fluorophenyl)-2-((2-methyl-1-((S)-pyrrolidin-3-yl)propan-2-yl)amino)ethan-1-ol